2-amino-N-((6-bromo-3-pyridazinyl)methyl)-3-methyl-N-((1R)-1-(1,3-thiazol-2-yl)ethyl)-6-quinolinecarboxamide NC1=NC2=CC=C(C=C2C=C1C)C(=O)N([C@H](C)C=1SC=CN1)CC=1N=NC(=CC1)Br